(4-chlorobutoxy)-2(1H)-quinolinone ClCCCCON1C(C=CC2=CC=CC=C12)=O